2-(3-chlorobenzylidene)malononitrile ClC=1C=C(C=C(C#N)C#N)C=CC1